C(C1=CC=CC=C1)C=1C=2N(C=C(N1)C1=CC=C(C=C1)O)C=C(N2)CC2=CC=C(C=C2)O 8-benzyl-2-(4-hydroxybenzyl)-6-(4-hydroxyphenyl)imidazo[1,2-a]Pyrazin